3-bromocyclobutane-carbonitrile BrC1CC(C1)C#N